5-[[(2R,3R,4R,5R,6R)-3-acetamido-4,5-diacetoxy-6-(acetyloxymethyl)-2-tetrahydropyranyl]oxy]pentanoic acid C(C)(=O)N[C@H]1[C@@H](O[C@@H]([C@@H]([C@@H]1OC(C)=O)OC(C)=O)COC(C)=O)OCCCCC(=O)O